ClC1=CC=C2C(=CNC2=C1)S(=O)(=O)NC1=NC=C(C(=N1)OC)OCCOC 6-chloro-N-[4-methoxy-5-(2-methoxyethoxy)pyrimidin-2-yl]-1H-indole-3-sulfonic acid amide